O=C1NC(CCC1C1=C(C=C(C=C1F)N1CC(N(CC1)C1CCN(CC1)C(=O)OC(C)(C)C)=O)F)=O tert-butyl 4-(4-(4-(2,6-dioxopiperidin-3-yl)-3,5-difluorophenyl)-2-oxopiperazin-1-yl)piperidine-1-carboxylate